4-[6-(2-aminoethyl)pyridin-3-yl]-3-(2-methyl-5-pyridin-2-ylpyrazol-3-yl)oxybenzonitrile NCCC1=CC=C(C=N1)C1=C(C=C(C#N)C=C1)OC=1N(N=C(C1)C1=NC=CC=C1)C